O=C1N(C(CC1)=O)OC(CCOCCOCCOCCOCCNC(OC(C)(C)C)=O)=O tert-butyl {15-[(2,5-dioxopyrrolidin-1-yl)oxy]-15-oxo-3,6,9,12-tetraoxapentadec-1-yl}carbamate